4-((3-fluoropyridin-2-yl)thio)-6-(1-methyl-1H-pyrazol-4-yl)pyrazolo[1,5-a]pyridine-3-carbonitrile FC=1C(=NC=CC1)SC=1C=2N(C=C(C1)C=1C=NN(C1)C)N=CC2C#N